ClC1=NC=CC(=N1)C1=C(N=C(S1)C1=CC=C(C=C1)C1CCN(CC1)C(=O)OC(C)(C)C)C1=C(C(=CC=C1)NS(=O)(=O)CCC)F tert-butyl 4-{4-[5-(2-chloropyrimidin-4-yl)-4-[2-fluoro-3-(propane-1-sulfonamido)phenyl]-1,3-thiazol-2-yl]phenyl}piperidine-1-carboxylate